BrC1=CC=C2C=NC(=NC2=C1)NC=O N-(7-bromoquinazolin-2-yl)carboxamide